(2R,4R)-6-chloro-4-hydroxy-N-[(1r,4R)-4-{4-[5-(trifluoromethyl)pyridin-2-yl]-1H-pyrazol-1-yl}cyclohexyl]-3,4-dihydro-2H-1-benzopyran-2-carboxamide ClC=1C=CC2=C([C@@H](C[C@@H](O2)C(=O)NC2CCC(CC2)N2N=CC(=C2)C2=NC=C(C=C2)C(F)(F)F)O)C1